ClC=1C=CC(=NC1)C=1C=CC(=C(C1)NCC(=O)OCC)C ethyl (5-(5-chloropyridin-2-yl)-2-methylphenyl)glycinate